N-[1-(hydroxymethyl)undecyl]-3,5-dimethoxybenzamide OCC(CCCCCCCCCC)NC(C1=CC(=CC(=C1)OC)OC)=O